6-fluoro-5-((triisopropylsilyl)ethynyl)naphthalene-2-ol FC=1C(=C2C=CC(=CC2=CC1)O)C#C[Si](C(C)C)(C(C)C)C(C)C